(2S)-quercetin O1C(=C(O)C(=O)C=2C(O)=CC(O)=CC12)C1=CC(O)=C(O)C=C1